CC(C(=O)NCC=1C=CC(=C(C(=O)NC2=C3C=NN(C3=CC=C2)C=2C=NC(=CC2)OC)C1)C(F)(F)F)(C)C 5-{[(2,2-Dimethylpropanoyl)amino]methyl}-N-[1-(6-methoxypyridin-3-yl)-1H-indazol-4-yl]-2-(trifluoromethyl)benzamide